(Z)-1-(4-amino-2-fluorobut-2-en-1-yl)-4-[2-fluoro-5-(hydroxymethyl)phenyl]-1H-benzo[d][1,2,3]triazol-6-carbonitrile NC\C=C(\CN1N=NC2=C1C=C(C=C2C2=C(C=CC(=C2)CO)F)C#N)/F